IC1=NNC2=C(C=CC(=C12)OC=1C=C(C#N)C=C(C1)F)S(=O)(=O)C(F)(F)F 3-[(3-iodo-7-trifluoromethanesulfonyl-1H-indazol-4-yl)oxy]-5-fluorobenzonitrile